FC1=C(OC2=C(C=NC=C2)C2=NC(=NC=C2)NC2CCC(CC2)NC(OC(C)(C)C)=O)C=CC(=C1)NS(=O)(=O)C=1SC=CC1 tert-butyl N-[4-[[4-[4-[2-fluoro-4-(2-thienylsulfonylamino)phenoxy]-3-pyridyl]pyrimidin-2-yl]amino]cyclohexyl]carbamate